(4S)-4-(2,3-dichloro-6-hydroxyphenyl)-1-[(2R)-2,3-dihydroxypropyl]pyrrolidin-2-one ClC1=C(C(=CC=C1Cl)O)[C@@H]1CC(N(C1)C[C@H](CO)O)=O